ClC1=NC=C(C(=C1)C1=C(C=NC(=C1)C)C(=O)NC=1SC2=C(N1)CN(C2)C(C2=C(C(=CC=C2)Cl)OC)=O)OC 2'-Chloro-N-(5-(3-chloro-2-methoxy-benzoyl)-5,6-dihydro-4H-pyrrolo[3,4-d]thiazol-2-yl)-5'-methoxy-6-methyl-[4,4'-bipyridine]-3-carboxamide